CC(=CCCC1(CC=CCC1)C=O)C (4-methyl-3-pentenyl)-3-cyclohexeneformaldehyde